3-(3-(4-aminopiperidin-1-yl)phenyl)-5-(2-fluoro-6-methoxyphenyl)-1H-pyrazolo[4,3-c]pyridazin-6(5H)-one NC1CCN(CC1)C=1C=C(C=CC1)C1=NNC=2C1=NN(C(C2)=O)C2=C(C=CC=C2OC)F